6-(4-fluoro-benzyl)-3,3-dimethyl-1,6-dihydro-3H-pyrrolo[2,3-c]pyridine-2,5-dione FC1=CC=C(CN2C=C3C(=CC2=O)C(C(N3)=O)(C)C)C=C1